(Z)-benzofuran O1C=CC2=C1C=CC=C2